COC1=C(C=CC=C1)CCCN1CCC(CC1)N1C(NC2=C1C=CC=C2)=O 1-(1-(3-(2-methoxyphenyl)propyl)piperidin-4-yl)-2,3-dihydro-1H-1,3-benzodiazol-2-one